(6-aminopyridin-2-yl)(tert-butyl)((tert-butyldimethylsilyl)imino)-λ6-sulfanone NC1=CC=CC(=N1)S(=O)(=N[Si](C)(C)C(C)(C)C)C(C)(C)C